phospho[14C]pantothenate P(=O)(O)(O)O[C@@H](C(NCC[14C](=O)[O-])=O)C(C)(C)CO